(S)-1'-(5-((2,3-dichlorophenyl)thio)thiazol-2-yl)-5,7-dihydrospiro[cyclopenta[b]pyridine-6,4'-piperidin]-7-amine ClC1=C(C=CC=C1Cl)SC1=CN=C(S1)N1CCC2(CC1)CC=1C(=NC=CC1)[C@H]2N